COCC1N(CC1)C1=CC=CC2=C1N=C(O2)C2=C1C=C(N=CC1=C(N=C2)NC)C2(CC2)C(=O)N (5-(4-(2-(methoxymethyl)azetidin-1-yl)benzo[d]oxazol-2-yl)-8-(methylamino)-2,7-naphthyridin-3-yl)cyclopropanecarboxamide